OCC([C@@H]1[C@H](C[C@@H](O1)N1C(=O)N=C(N)C=C1)O)O 5'-hydroxymethyl-2'-deoxycytidine